CC(C#C)(C)N1CC=C(C=C1)NC(CC1=C2C=NNC2=CC=C1)=O N-(1,1-Dimethylprop-2-ynyl)-4-[[2-(1H-indazol-4-yl)acetyl]amino]pyridin